C(C)(C)(C)OC(=O)N1CC2(C1)CN(C2)C2=NC=CC(=C2)Br 6-(4-bromo-2-pyridyl)-2,6-diazaspiro[3.3]Heptane-2-carboxylic acid tert-butyl ester